C(CCCCC(=O)[O-])(=O)[O-].[NH4+].[NH4+] bis-ammonium adipate